6-(4-(Pyrrolidin-3-yl)phenyl)-1-(2-(tetrahydro-2H-pyran-4-yl)ethyl)-1H-imidazo[4,5-b]pyrazin N1CC(CC1)C1=CC=C(C=C1)C1=CN=C2C(=N1)N(C=N2)CCC2CCOCC2